3-(6-oxo-3-phenylpyridazin-1-yl)propanoic acid O=C1C=CC(=NN1CCC(=O)O)C1=CC=CC=C1